7-chloro-6-(1-((1-methyl-5-(trifluoromethyl)-1H-pyrazol-4-yl)sulfonyl)piperidin-4-yl)-[1,2,4]triazolo[1,5-a]pyridine ClC1=CC=2N(C=C1C1CCN(CC1)S(=O)(=O)C=1C=NN(C1C(F)(F)F)C)N=CN2